(4-((4-methoxybenzyl)amino)-7-(1-(tetrahydro-2H-pyran-2-yl)-1H-pyrazol-5-yl)pyrrolo[1,2-a]quinoxalin-2-yl)(morpholinyl)methanone COC1=CC=C(CNC=2C=3N(C4=CC=C(C=C4N2)C2=CC=NN2C2OCCCC2)C=C(C3)C(=O)N3CCOCC3)C=C1